C1(=CC=CC=C1)C1CCC=2N1N=C(N2)C(=O)N2CCCC2 (5-phenyl-6,7-dihydro-5H-pyrrolo[1,2-b][1,2,4]triazol-2-yl)-pyrrolidin-1-yl-methanone